(2Z)-but-2-enoate C(\C=C/C)(=O)[O-]